BrC1=CC(=C(C=C1)\C(\C)=N\[S@](=O)C(C)(C)C)O (R,E)-N-(1-(4-bromo-2-hydroxyphenyl)ethylidene)-2-methylpropane-2-sulfinamide